N-(3-(dimethylamino)propyl)-2-(3-fluoro-5-methoxyphenyl)-1-((1r,3r)-3-(methylcarbamoyl)cyclobutyl)-1H-benzo[d]imidazole-6-carboxamide CN(CCCNC(=O)C=1C=CC2=C(N(C(=N2)C2=CC(=CC(=C2)OC)F)C2CC(C2)C(NC)=O)C1)C